2,3,4,5-tetrafluoro-6-aminobenzoic acid FC1=C(C(=O)O)C(=C(C(=C1F)F)F)N